C1(=CC=CC=C1)C(CC1=NC=CC(=C1)C)C1=CC=CC=C1 2-(2,2-diphenyl-ethyl)-4-methylpyridine